C(C1=CC=CC=C1)OC(=O)N[C@H](C(=O)NC=1C=C2CC(CC2=CC1)(C(=O)O)N1C(N[C@@H](C1)C(C)C)=O)C(C1CC1)C1CC1 5-((S)-2-(((benzyloxy)carbonyl)amino)-3,3-dicyclopropylpropanamido)-2-((R)-4-isopropyl-2-oxoimidazolidin-1-yl)-2,3-dihydro-1H-indene-2-carboxylic acid